4-(2,4-difluorophenyl)-7-ethyl-2-((2S)-2-(1-methyl-1H-pyrazol-4-yl)-4-morpholinyl)pyrido[2,3-d]Pyrimidine FC1=C(C=CC(=C1)F)C=1C2=C(N=C(N1)N1C[C@@H](OCC1)C=1C=NN(C1)C)N=C(C=C2)CC